3-(5-chloro-1-methyl-2-oxo-1,2-dihydro-1,8-naphthyridin-3-yl)-3-methoxypyrrolidine-1-carboxylic acid tert-butyl ester C(C)(C)(C)OC(=O)N1CC(CC1)(OC)C=1C(N(C2=NC=CC(=C2C1)Cl)C)=O